C1=CC=C(C(=C1)C(=O)C2=NC=CS2)NC=O The molecule is an aromatic ketone in which the two substituents attached to the carbonyl group are 2-formamidophenyl and thiazol-2-yl. It has a role as a metabolite. It is a member of 1,3-thiazoles and an aromatic ketone. It derives from a 2-formylphenylformamide.